(3S,10R,13S)-17-(4-(Trifluoromethyl)-1H-imidazol-1-yl)-10,13-dimethyl-2,3,4,7,8,9,10,11,12,13,14,15-dodecahydro-1H-cyclopenta[a]phenanthren-3-amine FC(C=1N=CN(C1)C1=CCC2C3CC=C4C[C@H](CC[C@@]4(C3CC[C@]12C)C)N)(F)F